C(C)OC(=O)C1=C(C2=C(S1)C(=CC=C2Br)F)C2=NC1=C(N2)C(=C(C=C1)C(N)=O)OCC 4-Bromo-3-(6-carbamoyl-7-ethoxy-1H-benzo[d]imidazol-2-yl)-7-fluorobenzo[b]thiophene-2-carboxylic acid ethyl ester